CC1(C2=CC=CC=C2C=2C=CC(=CC12)C=1C=CC(=NC1)B1OC(C(O1)(C)C)(C)C)C 5-(9,9-dimethyl-9H-fluoren-2-yl)-2-(4,4,5,5-tetramethyl-1,3,2-dioxaborolan-2-yl)pyridine